(R)-4-chloro-5-(3-((4-(1-(2-hydroxy-2-methylpropyl)piperidin-4-yl)pyridin-2-yl)oxy)pyrrolidin-1-yl)pyridazin-3(2H)-one ClC=1C(NN=CC1N1C[C@@H](CC1)OC1=NC=CC(=C1)C1CCN(CC1)CC(C)(C)O)=O